4-{4-aminomethyl-6-[4-(2-methylprop-2-enamido)phenyl]-7H-pyrrolo[2,3-d]pyrimidin-5-yl}benzoic acid NCC=1C2=C(N=CN1)NC(=C2C2=CC=C(C(=O)O)C=C2)C2=CC=C(C=C2)NC(C(=C)C)=O